CN(C(OC(C)(C)C)=O)[C@H]1COC2=C1C=NC(=C2)C(F)(F)F tert-butyl (R)-methyl(6-(trifluoromethyl)-2,3-dihydrofuro[3,2-c]pyridin-3-yl)carbamate